(R)-tert-Butyl 4-((2-chloro-N-methylpropanamido)methyl)-4-hydroxypiperidine-1-carboxylate Cl[C@@H](C(=O)N(C)CC1(CCN(CC1)C(=O)OC(C)(C)C)O)C